8-(6-methoxypyridin-3-yl)-5-(2-(methylamino)ethyl)-1-(4-(piperazin-1-yl)-3-(trifluoromethyl)phenyl)-1,5-dihydro-4H-[1,2,3]triazolo[4,5-c]quinolin-4-one COC1=CC=C(C=N1)C1=CC=2C3=C(C(N(C2C=C1)CCNC)=O)N=NN3C3=CC(=C(C=C3)N3CCNCC3)C(F)(F)F